C(C)C(CC=1C(=C(C=CC1C(=O)O)C(=O)O)CC(CCCC)CC)CCCC.C(C1=CC=C(C(=O)OCCCCCCCC)C=C1)(=O)OCCCCCCCC dioctyl terephthalate (bis(2-ethylhexyl) benzene-1,4-dicarboxylate)